3-[4-(2-hydroxy-ethoxy)-3,5-dimethyl-phenyl]-6,8-dimethoxy-2H-isoquinolin-1-one OCCOC1=C(C=C(C=C1C)C=1NC(C2=C(C=C(C=C2C1)OC)OC)=O)C